(Trimethylsilylethyl)benzyltrimethyl-ammonium chloride [Cl-].C[Si](C)(C)CCC[N+](C)(C)CC1=CC=CC=C1